stearic acid chloride C(CCCCCCCCCCCCCCCCC)(=O)Cl